2-(2-(6-((1-(2,6-difluorophenyl)cyclopropyl)amino)-5-fluoronicotinoyl)hydrazineyl)-2-oxoacetamide FC1=C(C(=CC=C1)F)C1(CC1)NC1=NC=C(C(=O)NNC(C(=O)N)=O)C=C1F